4-(6-Methylquinolin-2-yl)benzenesulfonamide CC=1C=C2C=CC(=NC2=CC1)C1=CC=C(C=C1)S(=O)(=O)N